FC1=CC(=C(N)C=C1)I 4-fluoro-2-iodoaniline